4-({5-[(6-cyano-pyridin-3-yl)oxy]-pentyl}oxy)pyridine-2-carbonitrile C(#N)C1=CC=C(C=N1)OCCCCCOC1=CC(=NC=C1)C#N